gold mercaptosulfonate ethyl-(4-{4-[5-hydroxy-5-(trifluoromethyl)-4,5-dihydro-1,2-oxazol-3-yl]benzyl}-1H-pyrazol-1-yl)acetate C(C)OC(CN1N=CC(=C1)CC1=CC=C(C=C1)C1=NOC(C1)(C(F)(F)F)O)=O.SS(=O)(=O)[O-].[Au+3].SS(=O)(=O)[O-].SS(=O)(=O)[O-]